methyl 5,7-dichloro-2-[(4-chlorophenyl)methyl]-1-oxo-3,4-dihydroisoquinoline-6-carboxylate ClC1=C2CCN(C(C2=CC(=C1C(=O)OC)Cl)=O)CC1=CC=C(C=C1)Cl